3-(3-Hydroxy-5-(2-(hydroxymethyl)-4-(pyrrolidin-1-ylsulfonyl)phenyl)picolinamido)-2,2-dimethylpropionic acid OC=1C(=NC=C(C1)C1=C(C=C(C=C1)S(=O)(=O)N1CCCC1)CO)C(=O)NCC(C(=O)O)(C)C